The molecule is an organic cation that is the conjugate acid of 3-aminopropanal, formed by protonation of the amino group; major species at pH 7.3. It has a role as a Saccharomyces cerevisiae metabolite. It is an ammonium ion derivative, an organic cation and an omega-ammonioaldehyde. It is a conjugate acid of a 3-aminopropanal. C(C[NH3+])C=O